N-[trans-4-(1-hydroxycyclopropyl)cyclohexyl]-4-(6-methylfuro[3,2-c]pyridin-4-yl)benzamide OC1(CC1)[C@@H]1CC[C@H](CC1)NC(C1=CC=C(C=C1)C1=NC(=CC2=C1C=CO2)C)=O